tert-butyl (R)-(3-(1-aminoethyl)-5-(trifluoromethyl) phenyl)carboxylate N[C@H](C)C=1C=C(C=C(C1)C(F)(F)F)C(=O)OC(C)(C)C